BrC1=C(C2=C(N=C(N=C2)S(=O)(=O)C)N(C1=O)C)C 6-bromo-5,8-dimethyl-2-(methylsulfonyl)pyrido[2,3-d]pyrimidin-7(8H)-one